2,2-bis-(4,4-bis(4-hydroxyphenyl)cyclohexyl)-propane OC1=CC=C(C=C1)C1(CCC(CC1)C(C)(C)C1CCC(CC1)(C1=CC=C(C=C1)O)C1=CC=C(C=C1)O)C1=CC=C(C=C1)O